C(CC)NC=1NOC2=C(C1)C=CC=C2 propylaminobenzoxazine